(4R)-N-[(1R,2R)-2-aminoindan-1-yl]-4-(4,4-diethyl-2-imino-6-oxo-hexahydropyrimidin-1-yl)chromane-6-carboxamide N[C@H]1[C@@H](C2=CC=CC=C2C1)NC(=O)C=1C=C2[C@@H](CCOC2=CC1)N1C(NC(CC1=O)(CC)CC)=N